methyl 6-bromo-8-fluoro-3-isopropylimidazo[1,2-a]pyridine-2-carboxylate BrC=1C=C(C=2N(C1)C(=C(N2)C(=O)OC)C(C)C)F